1-((3S,4S)-1-cyano-4-methoxypyrrolidin-3-yl)-3-tridecylurea C(#N)N1C[C@@H]([C@H](C1)OC)NC(=O)NCCCCCCCCCCCCC